2-methyl-1,4-bis(α-hydroxyisopropyl)benzene CC1=C(C=CC(=C1)C(C)(C)O)C(C)(C)O